bis(dimethylsilyl)-benzene C[SiH](C)C1=C(C=CC=C1)[SiH](C)C